FC(CC(C(=O)OC)NC1=C(C=C(C(=O)OC)C=C1)[N+](=O)[O-])F methyl 4-((4,4-difluoro-1-methoxy-1-oxobutan-2-yl) amino)-3-nitrobenzoate